3-(3-Fluoro-4-(4-methylpyrimidin-2-yl)oxo-phenyl)-4-(4-nitrophenyl)-5-vinyl-1H-pyrrole-2-carboxylic acid FC=1C(C(C=CC1C1=NC=CC(=N1)C)C1=C(NC(=C1C1=CC=C(C=C1)[N+](=O)[O-])C=C)C(=O)O)=O